(R)-5-methyl-2,6-diazaspiro[3.3]heptane-2-carboxylate C[C@@H]1C2(CN(C2)C(=O)[O-])CN1